FC=1C(C(=C(C(C1N[C@@H](C)C1=CC=CC=C1)=O)F)N[C@@H](C)C1=CC=CC=C1)=O (S,S)-2,5-difluoro-3,6-bis((1-phenylethyl)amino)-1,4-benzoquinone